CC1C[C@@H](CNC1)C1=C2C=CC=NC2=CC=C1 5-((R)-5-methyl-piperidin-3-yl)-quinoline